FC=1C=CC=C2C=C(N=CC12)N 8-fluoroisoquinolin-3-amine